4-(6-Fluoropyridin-3-yl)-2-[(3R)-3-methylmorpholin-4-yl]-8-(1H-pyrazol-5-yl)-1,7-naphthyridine FC1=CC=C(C=N1)C1=CC(=NC2=C(N=CC=C12)C1=CC=NN1)N1[C@@H](COCC1)C